CC1=CC=C(C=C1)S(=O)(=O)O mono-4-methyl-benzenesulfonic acid